5-(4-fluorophenyl)-6-isopropyl-1-tetrahydropyran-2-yl-pyrazolo[4,3-g]Isoquinoline FC1=CC=C(C=C1)C1=C(N=CC2=CC3=C(C=C12)C=NN3C3OCCCC3)C(C)C